C1(=CC=CC=C1)[C@@H]1N(OCC1)C1=CC(=NC=N1)NC=1C=CC2=C(CC[C@@H](CC2)N2CCCC2)C1 6-((R)-3-phenylisooxazolidin-2-yl)-N-((R)-7-(pyrrolidin-1-yl)-6,7,8,9-tetrahydro-5H-benzo[7]annulen-2-yl)pyrimidin-4-amine